N4-(5-cyclopentyl-1H-pyrazol-3-yl)-N2-(1-cyclopropylpiperidin-4-yl)-N2-methylpyrimidine-2,4-diamine C1(CCCC1)C1=CC(=NN1)NC1=NC(=NC=C1)N(C)C1CCN(CC1)C1CC1